N1=NNC(C=C1)=O TriazineOne